C1(CC1)C=1C(=NC(=NC1)NC=1C=NN(C1)C)NC=1C=C(C=CC1F)NC(C=C)=O N-(3-((5-cyclopropyl-2-((1-methyl-1H-pyrazol-4-yl)amino)pyrimidin-4-yl)amino)-4-fluorophenyl)acrylamide